N1(CCC1)C(C([C@H](C[C@H]1C(NCC1)=O)NC(OC(C)(C)C)=O)O)=O tert-butyl ((2S)-4-(azetidin-1-yl)-3-hydroxy-4-oxo-1-((S)-2-oxopyrrolidin-3-yl)butan-2-yl)carbamate